3-mercaptobutyrate SC(CC(=O)[O-])C